(2S,4R)-4-hydroxy-1-[(2S)-2-[4-(methanesulfonamidomethyl)triazol-1-yl]-3,3-dimethyl-butanoyl]-N-methyl-pyrrolidine-2-carboxamide O[C@@H]1C[C@H](N(C1)C([C@H](C(C)(C)C)N1N=NC(=C1)CNS(=O)(=O)C)=O)C(=O)NC